7-(2-chloro-6-methyl-phenyl)-N-(4-piperidyl)isoquinolin-5-amine ClC1=C(C(=CC=C1)C)C=1C=C(C=2C=CN=CC2C1)NC1CCNCC1